(R)-4-cyclopropyl-2-(methoxymethyl)indoline C1(CC1)C1=C2C[C@@H](NC2=CC=C1)COC